tert-butyl 6-((2,2,2-trifluoroethoxy)methyl)-2-(methoxymethoxy)-3-vinylbenzoate FC(COCC1=CC=C(C(=C1C(=O)OC(C)(C)C)OCOC)C=C)(F)F